FC(C1=NC(=NO1)C1=CC(=NC=C1)OCC=1C=NN2C1OCCC2)(F)F 3-[({4-[5-(trifluoromethyl)-1,2,4-oxadiazol-3-yl]pyridin-2-yl}oxy)methyl]-6,7-dihydro-5H-pyrazolo[5,1-b][1,3]oxazine